CC1=NN(C2=CC=CC(=C12)C#CCOC1CCC(CC1)=O)C1C(NC(CC1)=O)=O 3-(3-methyl-4-(3-((4-oxocyclohexyl)oxy)prop-1-yn-1-yl)-1H-indazol-1-yl)piperidine-2,6-dione